C(C(C(=O)O)O)(C(=O)O)N The molecule is a hydroxy-amino acid that is aspartic acid in which one of the methylene hydrogens has been replaced by a hydroxy group. It is a hydroxy-amino acid, an amino dicarboxylic acid, a C4-dicarboxylic acid and an aspartic acid derivative.